(3R)-3'-[(3-chloro-2-methoxyphenyl)amino]-2'-(3-fluoropyridin-4-yl)-4'-oxo-5',6'-dihydro-1'H-spiro[pyrrolidine-3,7'-pyrrolo[3,2-c]pyridine]-1-carboxylic acid methyl ester COC(=O)N1C[C@@]2(C3=C(C(NC2)=O)C(=C(N3)C3=C(C=NC=C3)F)NC3=C(C(=CC=C3)Cl)OC)CC1